ClC1=CC=C(C(N1C)=O)C(CC#CC#CC=1C=CNC1)C1=C(C=CC(=C1)F)F 4-(6-(6-Chloro-1-methyl-2-oxo-1,2-dihydropyridin-3-yl)-6-(2,5-difluorophenyl)hex-1,3-diyn-1-yl)-1H-pyrrole